ClC1=C(C(N(S1)CCCCCCCC)=O)Cl Dichloro-2-octyl-1,2-thiazol-3(2H)-one